CC1=CC2=C(NC(=N2)C2=CC=C(C=C2)[N+](=O)[O-])C=C1C 5,6-dimethyl-2-(4-nitrophenyl)-1H-benzo[d]imidazole